propionic acid 3-(2-(ethyl (methyl) amino) ethyl)-1H-indol-7-yl ester C(C)N(CCC1=CNC2=C(C=CC=C12)OC(CC)=O)C